NCC=1C=C(C=CC1)C1CCN(CC1)C(=O)C=1C=C(OCC(=O)C2(CCC2)O)C=CC1 2-(3-(4-(3-(aminomethyl)phenyl)piperidine-1-carbonyl)phenoxy)-1-(1-hydroxycyclobutyl)ethanone